NC=1OC2=C(C(=NC(=C2N2C[C@@H](OCC2)C(=O)N2[C@H](C3=C(C=C(C=C3CC2)Cl)Cl)C)Cl)Cl)N1 ((R)-4-(2-amino-4,6-dichlorooxazolo[4,5-c]pyridin-7-yl)morpholin-2-yl)((S)-6,8-dichloro-1-methyl-3,4-dihydroisoquinolin-2(1H)-yl)methanone